(1R)-1-[3-[2-(trifluoromethyl)-4-pyridinyl]-1,2,4-thiadiazol-5-yl]ethylamine hydrochloride Cl.FC(C1=NC=CC(=C1)C1=NSC(=N1)[C@@H](C)N)(F)F